N[C@@H](C)C=1C(NC2=CC=C(C=C2C1)Cl)=O (S)-3-(1-aminoethyl)-6-chloroquinolin-2(1H)-one